hexyl (tert-butoxycarbonyl)-L-phenylalaninate C(C)(C)(C)OC(=O)N[C@@H](CC1=CC=CC=C1)C(=O)OCCCCCC